tetraethyl-m-xylylenediamine C(C)N(CC1=CC(=CC=C1)CN(CC)CC)CC